C(C)(C)(C)C=1C=C(CN2[C@@H]3C[C@@H]3C[C@@H]2C(=O)OCC2=CC=CC=C2)C=CN1 benzyl (1R,3R,5R)-2-(2-(tert-butyl) isonicotinyl)-2-azabicyclo[3.1.0]hexane-3-carboxylate